CN1CC(C2=CC=CC=C12)(C)C 1,3,3-trimethylindole